N-cyclopropyl-3-(difluoromethyl)-5-fluoro-N-(2-isopropylbenzyl)-1-methyl-1H-pyrazole-4-carbothioamide C1(CC1)N(C(=S)C=1C(=NN(C1F)C)C(F)F)CC1=C(C=CC=C1)C(C)C